BrC=1C=C(C(N(C1)C(F)F)=O)C(=O)OC methyl 5-bromo-1-(difluoromethyl)-2-oxo-1,2-dihydropyridine-3-carboxylate